7,9-dimethyl-4-(tetrahydro-2H-pyran-4-yl)pyrido[3',2':4,5]thieno[3,2-d]pyrimidine CC=1C=C(C2=C(SC3=C2N=CN=C3C3CCOCC3)N1)C